Pentane-1-carboxylic acid tert-butyl ester C(C)(C)(C)OC(=O)CCCCC